C(C1=CC=CC=C1)OC(=O)NCC(=O)O (+/-)-((benzyloxy)carbonyl)glycine